C(C)N1CCN(CC1)CC=1C=CC(=NC1)NC1=NC=C(C(=N1)C1=CC2=C(NC3N2C(CCC3)C)C(=C1)F)C N-(5-((4-ethylpiperazin-1-yl)methyl)pyridin-2-yl)-4-(6-fluoro-1-methyl-1,2,3,4,4a,5-hexahydrobenzo[4,5]imidazo[1,2-a]pyridin-8-yl)-5-methylpyrimidin-2-amin